3,4-dibenzyl-3,4-ditolylhexyl-hexane C(C1=CC=CC=C1)C(CCCCCCCC)(C(CC)(C1=C(C=CC=C1)C)CC1=CC=CC=C1)C1=C(C=CC=C1)C